N-(4-(5-(2-(3,3-difluoroazetidin-1-yl)-6-methylpyrimidin-4-yl)-1,3,4-thiadiazol-2-yl)-3-(6-azaspiro[2.5]octane-6-yl)phenyl)-2-hydroxyethane-1-sulfonamide FC1(CN(C1)C1=NC(=CC(=N1)C1=NN=C(S1)C1=C(C=C(C=C1)NS(=O)(=O)CCO)N1CCC2(CC2)CC1)C)F